2-(azetidine-1-carbonyl)-6-bromophenol N1(CCC1)C(=O)C1=C(C(=CC=C1)Br)O